C(#C)C1=C(C(=CC(=C1)N1CC2=CC=C(C=C2CC1)F)C)NC(CC(C)(C)C)=O N-(2-ethynyl-4-(6-fluoro-3,4-dihydroisoquinolin-2(1H)-yl)-6-methylphenyl)-3,3-dimethylbutyramide